3-chloro-2-fluoro-4-hydroxy-6-(pyridin-3-ylmethoxy)benzaldehyde ClC=1C(=C(C=O)C(=CC1O)OCC=1C=NC=CC1)F